methyl 3-hydroxy-2-methyl-2-(2-methyl-5-(2,2,2-trifluoroethoxy)benzofuran-3-carboxamido)propanoate OCC(C(=O)OC)(NC(=O)C1=C(OC2=C1C=C(C=C2)OCC(F)(F)F)C)C